tert-butyl (S)-2-(methyl(4-(4-nitrophenyl)thiazol-2-yl)carbamoyl)pyrrolidine-1-carboxylate CN(C(=O)[C@H]1N(CCC1)C(=O)OC(C)(C)C)C=1SC=C(N1)C1=CC=C(C=C1)[N+](=O)[O-]